7-methoxy-4-(1-methyl-3-phenyl-1H-pyrazol-4-yl)pyrido[3,2-d]pyrimidin-6-amine COC1=CC=2N=CN=C(C2N=C1N)C=1C(=NN(C1)C)C1=CC=CC=C1